C(C)(=O)N1CCC(CC1)CNC(=O)C1=CC2=C(SC3=C(C(N2)=O)C=CC=C3)C=C1 N-((1-acetylpiperidin-4-yl)methyl)-11-oxo-10,11-dihydrodibenzo[b,f][1,4]thiazepine-8-carboxamide